C1(OCCC2=CC=CC=CC=CC=CC=CC(C=C(C(C(N3C1=CC=CC3)=O)=O)O2)=O)=O 5,19-epoxy-3H-pyrido(2,1-c)(1,4)oxaazacyclotricosine-1,17,20,21(4H,23H)-tetrone